FC1=C(CC2=NC3=C(N2C[C@H]2OCC2)C=C(C=C3)C(=O)O)C=C(C(=C1)C1=NC(=CC=C1)OCC=1SC(=NN1)OCC(F)(F)F)F (S)-2-(2,5-difluoro-4-(6-((5-(2,2,2-trifluoroethoxy)-1,3,4-thiadiazol-2-yl)methoxy)pyridin-2-yl)benzyl)-1-(oxetan-2-ylmethyl)-1H-benzo[d]imidazole-6-carboxylic acid